3-(4-(5-(2-fluoro-3-methylphenyl)-6-methoxy-1H-pyrazolo[4,3-b]pyridin-3-yl)-1H-pyrazol-1-yl)-N,N-dimethylazetidine-1-carboxamide FC1=C(C=CC=C1C)C1=C(C=C2C(=N1)C(=NN2)C=2C=NN(C2)C2CN(C2)C(=O)N(C)C)OC